5-(2,2-dichloropiperazin-1-yl)-2,3-dihydro-1,4-benzodioxine ClC1(N(CCNC1)C1=CC=CC=2OCCOC21)Cl